OC=1C=CC(=C2C=CN(C12)C(C)=O)C 1-(7-hydroxy-4-methyl-1H-indol-1-yl)ethane-1-one